FC(C1=NC=CC2=C1C=CN2S(=O)(=O)C2=CC=C(C=C2)C)F 4-(difluoromethyl)-1-(4-methylbenzenesulfonyl)-1H-pyrrolo[3,2-c]pyridine